9-fluoro-2,3-dimethoxy-5,6,8,9,10,11-hexahydro-7H-5,9:7,11-dimethanobenzo[9]annulen-7-amine hydrochloride Cl.FC12CC3(CC(C4=C(C(C1)C3)C=C(C(=C4)OC)OC)C2)N